CN1C(=NN=C1)CC1(COC1)C=1C=C(C=CC1)C1=NC2=C(N1)C(=CC(=C2)CN2CC(CC2)O)C(F)(F)F 1-((2-(3-(3-((4-Methyl-4H-1,2,4-triazol-3-yl)methyl)oxetan-3-yl)phenyl)-7-(trifluoromethyl)-1H-benzo[d]imidazol-5-yl)methyl)pyrrolidin-3-ol